FC=1C=C(C=C(C1N1CC2(C1)CNC2)F)N2C(=NC=1C2=NC(=CC1)C1=CC(=NC=C1)N)C 4-(3-(3,5-difluoro-4-(2,6-diazaspiro[3.3]heptan-2-yl)phenyl)-2-methyl-3H-imidazo[4,5-b]pyridin-5-yl)pyridin-2-amine